2-methylamino-4-(4-cyanoanilino)-6-chloro-1,3,5-triazine CNC1=NC(=NC(=N1)NC1=CC=C(C=C1)C#N)Cl